C1(CC1)C1=NN2C(=NN=C(C2=C1)C1=C(C=C(C=C1)C(F)(F)F)O)N[C@H]1CN(CCC1)C 2-(2-cyclopropyl-7-{[(3R)-1-methylpiperidin-3-yl]amino}pyrazolo[1,5-d][1,2,4]triazin-4-yl)-5-(trifluoromethyl)phenol